(2-(4-(dimethylamino)benzyl)-3-mercaptopropionyl)-L-phenylalanine CN(C1=CC=C(CC(C(=O)N[C@@H](CC2=CC=CC=C2)C(=O)O)CS)C=C1)C